BrC1=CC=CC=2C(=NOC21)CC(=O)O 2-(7-bromo-1,2-benzoxazol-3-yl)acetic acid